C(CCCCCCCCCCC)NC(=O)N(CCCCCC)CCCCCC N-dodecyl-N',N'-dihexyl-urea